3-formyl-N-(6-(7-morpholinothiazolo[5,4-d]pyrimidin-2-yl)pyridin-3-yl)benzenesulfonamide C(=O)C=1C=C(C=CC1)S(=O)(=O)NC=1C=NC(=CC1)C=1SC=2N=CN=C(C2N1)N1CCOCC1